FC=1C(=NNC1)C#N 4-fluoro-1H-pyrazole-3-carbonitrile